5-[[4-[bis[(4-methoxyphenyl)methyl]sulfamoyl]-3-fluoro-phenyl]methyl]-1-(3-bromophenyl)-4-(cyclopropylmethyl)pyrrole-3-carbothioamide COC1=CC=C(C=C1)CN(S(=O)(=O)C1=C(C=C(C=C1)CC1=C(C(=CN1C1=CC(=CC=C1)Br)C(N)=S)CC1CC1)F)CC1=CC=C(C=C1)OC